(4-fluorophenoxy)-1-methyl-1H-benzo[d]imidazole-6-carboxylic acid FC1=CC=C(OC2=NC3=C(N2C)C=C(C=C3)C(=O)O)C=C1